dimethyl 4-bromo-1-((2-(trimethylsilyl) ethoxy) methyl)-1H-pyrazole-3,5-dicarboxylate BrC=1C(=NN(C1C(=O)OC)COCC[Si](C)(C)C)C(=O)OC